CC(C)=[Zr](C1C=CC=C1)C1=CC=CC=2C3=CC=CC=C3CC12 dimethylmethylenefluorenyl-cyclopentadienyl-zirconium